CN1C(C2=C(C(=C1)B1OC(C(O1)(C)C)(C)C)C=C(N2S(=O)(=O)C2=CC=C(C)C=C2)C2=NC=NC(=C2)C)=O 6-methyl-2-(6-methylpyrimidin-4-yl)-4-(4,4,5,5-tetramethyl-1,3,2-dioxaborolan-2-yl)-1-tosyl-1,6-dihydro-7H-pyrrolo[2,3-c]pyridin-7-one